deoxy-2-chloroadenosine 5'-triphosphate P(O)(=O)(OP(=O)(O)OP(=O)(O)O)OC[C@@H]1[C@H](C[C@@H](O1)N1C=NC=2C(N)=NC(=NC12)Cl)O